(S)-N-(4-(3-(2-methoxypyridin-4-yl)phenyl)thiazol-2-yl)-1-(1-(methylsulfonyl)-1H-pyrrole-3-carbonyl)azetidine-2-carboxamide COC1=NC=CC(=C1)C=1C=C(C=CC1)C=1N=C(SC1)NC(=O)[C@H]1N(CC1)C(=O)C1=CN(C=C1)S(=O)(=O)C